(R)-N-(1-((6-(2-chloro-3'-((2-(difluoromethyl)-7-formylpyrido[3,2-d]pyrimidin-4-yl)amino)-2'-methyl-[1,1'-biphenyl]-3-yl)-2-methoxypyridin-3-yl)methyl)pyrrolidin-3-yl)acetamide ClC1=C(C=CC=C1C1=CC=C(C(=N1)OC)CN1C[C@@H](CC1)NC(C)=O)C1=C(C(=CC=C1)NC=1C2=C(N=C(N1)C(F)F)C=C(C=N2)C=O)C